1-(difluorocarboxymethyl)-3-methylimidazole FC(N1CN(C=C1)C)(C(=O)O)F